FC=1C(=NC(=NC1)N)C1=C(C=C(C=C1)F)OC 5-fluoro-4-(4-fluoro-2-methoxyphenyl)pyrimidin-2-amine